CN1CC(C1)(C)[C@@](C=1C=C(C=NC1)OCCC(C)(O)C)(C1=CC=C(C=C1)C(C)C)O 4-{5-[(R)-(1,3-dimethyl-azetidin-3-yl)-hydroxy-(4-isopropyl-phenyl)-methyl]-pyridin-3-yloxy}-2-methyl-butan-2-ol